triethoxymethyl-silane C(C)OC(OCC)(OCC)[SiH3]